C(C)(C)(C)OC(=O)N1CCC(CC1)C(C(=O)OCC)(C)C1=NC2=CC(=NC=C2C=C1)Cl 4-[2-(7-chloro-1,6-naphthyridin-2-yl)-1-ethoxy-1-oxoprop-2-yl]Piperidine-1-carboxylic acid tert-butyl ester